(5,6,7,8-Tetrahydronaphthalen-2-yl) 4-(4-(1H-indol-3-yl)thiophen-2-yl)-4-oxobutyrate N1C=C(C2=CC=CC=C12)C=1C=C(SC1)C(CCC(=O)OC1=CC=2CCCCC2C=C1)=O